N[C@H](C)C=1C=C(C=C2C(C(=C(OC12)C1=NC(=CC=C1F)F)C)=O)C 8-[(1R)-1-Aminoethyl]-2-(3,6-difluoro-2-pyridyl)-3,6-dimethyl-chromen-4-one